N-(3-ethynylbenzyl)-7-fluoro-N-(4-methoxyphenethyl)benzo[d]thiazol-2-amine C(#C)C=1C=C(CN(C=2SC3=C(N2)C=CC=C3F)CCC3=CC=C(C=C3)OC)C=CC1